6-amino-N-{2-[3-amino-4-(propan-2-yloxy)pyrrolidin-1-yl]-4-fluoro-5,6,7,8-tetrahydroquinolin-6-yl}-2-methylthieno[2,3-d][1,3]thiazole-5-carboxamide NC1=C(SC=2N=C(SC21)C)C(=O)NC2CC=1C(=CC(=NC1CC2)N2CC(C(C2)OC(C)C)N)F